COCCNCC1=NC2=C(C=CC=C2C=C1)NS(=O)(=O)C1=CC=C(C=C1)C(F)(F)F N-(2-(((2-Methoxyethyl)amino)methyl)quinolin-8-yl)-4-(trifluoromethyl)benzenesulfonamide